9,10-dihydroxyanthracene-2-carboxamide OC=1C2=CC=CC=C2C(=C2C=CC(=CC12)C(=O)N)O